C(C)(C)(C)OC(=O)N1CCC(CC1)OC(=O)N[C@H](C(=O)N[C@H](C(S(=O)(=O)[O-])O)C[C@H]1C(NCC1)=O)CC(C)C (2S)-2-((S)-2-((((1-(tert-butoxycarbonyl)piperidin-4-yl)oxy)carbonyl) amino)-4-methylpentanamido)-1-hydroxy-3-((S)-2-oxopyrrolidin-3-yl)propane-1-sulfonate